Dimethyl-(3-methyl-1H-inden-1-yl)(3-(2-phenylpropyl)-1H-inden-1-yl)silane C[Si](C1C=C(C2=CC=CC=C12)CC(C)C1=CC=CC=C1)(C1C=C(C2=CC=CC=C12)C)C